5-oxo-4,5-dihydroimidazo[1,5-a]quinazoline-3-carboxylate O=C1NC=2N(C3=CC=CC=C13)C=NC2C(=O)[O-]